1-(2,2,2-trifluoroethyl)azepan-4-one FC(CN1CCC(CCC1)=O)(F)F